C(C)(C)(C)[C@@H]1CC=2C=C(C(=NC2C=2N1C=C(C(C2)=O)C(=O)OCC)C)OCC2CC2 (S)-ethyl 6-(tert-butyl)-3-(cyclopropylmethoxy)-2-methyl-10-oxo-6,10-dihydro-5H-pyrido[1,2-h][1,7]naphthyridine-9-carboxylate